2-((4-methyl-2,5-dioxo-imidazolidin-4-yl)methyl)isoindoline-1,3-dione CC1(NC(NC1=O)=O)CN1C(C2=CC=CC=C2C1=O)=O